[2,6-difluoro-4-(tetrahydro-2H-pyran-3-yloxy)phenyl]-5-fluoropyridine-2-carboxylic acid FC1=C(C(=CC(=C1)OC1COCCC1)F)C=1C(=NC=C(C1)F)C(=O)O